1-(2,2-Difluoroethyl)-6-(4-methyl-3-(((2-(trifluoromethyl)pyridin-3-yl)oxy)methyl)piperidin-1-yl)-1H-pyrazolo[3,4-b]pyrazine FC(CN1N=CC=2C1=NC(=CN2)N2CC(C(CC2)C)COC=2C(=NC=CC2)C(F)(F)F)F